2-[(2E)-5-bromo-3-fluoro-2-(p-tolylsulfonylimino)-1-pyridyl]acetamide BrC=1C=C(\C(\N(C1)CC(=O)N)=N/S(=O)(=O)C1=CC=C(C=C1)C)F